BrC1=C(N(C=2C1=NC(=C(C2)Cl)OC)C)C2=NN(C(=N2)C(C(F)(F)F)OC)CC2=CC=C(C=C2)OC 3-bromo-6-chloro-5-methoxy-2-(1-(4-methoxybenzyl)-5-(2,2,2-trifluoro-1-methoxyethyl)-1H-1,2,4-triazol-3-yl)-1-methyl-1H-pyrrolo[3,2-b]pyridine